pyrazolopyrazolecarboxylic acid amide N1=NC(=C2C1=CN=N2)C(=O)N